6-[4-[acetyl(isopropyl)amino]-3-methyl-phenyl]-N-[(2-methyl-3-pyridyl)methyl]pyridine-3-carboxamide C(C)(=O)N(C1=C(C=C(C=C1)C1=CC=C(C=N1)C(=O)NCC=1C(=NC=CC1)C)C)C(C)C